C(C1=CC=CC=C1)OC1=CC=CC=2N(C=NC21)C/C(=C/C(=O)OCC)/C(C)(C)C (E)-Ethyl 3-((4-(benzyloxy)-1H-benzo[d]imidazol-1-yl)methyl)-4,4-dimethylpent-2-enoate